NC1=NC=CC=C1C1=NC=2C(=NC(=CC2)C2=CC=CC=C2)N1C=1C=C2CC[C@H](C2=CC1)NC(C)=O N-[(1R)-5-[2-(2-aminopyridin-3-yl)-5-phenylimidazo[4,5-b]pyridin-3-yl]-2,3-dihydro-1H-inden-1-yl]acetamide